3-cyclopentyl-3-[4-(7H-pyrrolo[2,3-d]-pyrimidin-4-yl)-1H-pyrazol-1-yl]propionitrile C1(CCCC1)C(CC#N)N1N=CC(=C1)C=1C2=C(N=CN1)NC=C2